1-(2,4-Dihydroxyphenyl)-3-(3,4-dimethoxyphenyl)prop-2-en-1-one OC1=C(C=CC(=C1)O)C(C=CC1=CC(=C(C=C1)OC)OC)=O